1,1,1-trichloro-2,2,3,3-tetrafluoropropane ClC(C(C(F)F)(F)F)(Cl)Cl